2-[1-[(2,3-difluorophenyl)methyl]-5-oxopyrrolidin-2-yl]-N-[2-(3-methylphenyl)ethyl]acetamide FC1=C(C=CC=C1F)CN1C(CCC1=O)CC(=O)NCCC1=CC(=CC=C1)C